Methyl 2-methylpyrazolo[1,5-a]pyridine-6-carboxylate CC1=NN2C(C=CC(=C2)C(=O)OC)=C1